C1(NCCC2=CC=CC=C12)C=1C=C2CN(CC2=CC1)C(=O)NC1=CNC2=CC=C(C=C12)F 5-(3,4-Dihydroisoquinolin-1(2H)-yl)-N-(5-fluoro-1H-indol-3-yl)isoindoline-2-carboxamide